(S)-2-((4-(6-((7-cyanoquinolin-4-yl)methoxy)pyridin-2-yl)piperidin-1-yl)methyl)-1-((oxetan-2-yl)methyl)-1H-benzo[d]imidazole-6-carboxylate C(#N)C1=CC=C2C(=CC=NC2=C1)COC1=CC=CC(=N1)C1CCN(CC1)CC1=NC2=C(N1C[C@H]1OCC1)C=C(C=C2)C(=O)[O-]